BrN1C2(N=C(C1=O)C)C1=CC=CC=C1C1CCC(CC12)OC bromo-2-methoxy-4'-methyl-1,2,3,4,4a,9a-hexahydrospiro[fluorene-9,2'-imidazole]-5'(1'H)-one